N1(CCC=CC1)C(=O)OC(C)(C)C tert-butyl 1,2,3,6-tetrahydropyridine-1-carboxylate